tert-butoxycarbonyl-4-hydroxy-indoline-2-carboxylic acid C(C)(C)(C)OC(=O)N1C(CC2=C(C=CC=C12)O)C(=O)O